N(=[N+]=[N-])C1=C(C=CC=C1)C=CC1=C(C=CC=C1)N=[N+]=[N-] 2,2'-diazidostilbene